ClC=1C=NN(C(C1Cl)=O)[C@H](C(=O)NC1=CC(=C(C=C1)C)S(=O)(=O)N1CCN(CCC1)C)CCO (S)-2-(4,5-dichloro-6-oxopyridazin-1(6H)-yl)-4-hydroxy-N-(4-methyl-3-((4-methyl-1,4-diazepan-1-yl)sulfonyl)phenyl)butanamide